N-benzyloct-2-en-1-imine oxide C(C1=CC=CC=C1)[N+](=CC=CCCCCC)[O-]